4,7-dichloro-2-cyclopentylquinoline ClC1=CC(=NC2=CC(=CC=C12)Cl)C1CCCC1